CC1=NN(C(=C1)C)CCC(=O)N1C(CC(C1)F)C(=O)NC(C1=CC=C(C=C1)C(C)C)C1=CC=CC=C1 1-[3-(3,5-dimethyl-1H-pyrazol-1-yl)propionyl]-4-fluoro-N-{phenyl-[4-(propan-2-yl)phenyl]methyl}pyrrolidine-2-carboxamide